C(C)(C)(C)OC(=O)N1N=C(C=C1)OC(CO)(CO)C ((1,3-dihydroxy-2-methylpropan-2-yl)oxy)-1H-pyrazole-1-carboxylic acid tert-butyl ester